ClC1=CC=C2C(=CC=NC2=C1)NN 7-chloro-4-hydrazineylquinoline